C1(C=CCCC1)OC=1C=CC(=C(C1)NC(=O)C1N(C(CC1)=O)C)OC N-(5-(Cyclohex-2-en-1-yloxy)-2-methoxyphenyl)-1-methyl-5-oxopyrrolidine-2-carboxamide